4-(2,5-dioxo-2,5-dihydro-1H-pyrrol-1-yl)butanamide O=C1N(C(C=C1)=O)CCCC(=O)N